5,6-bis(1-methylpentyl)-1H-benzimidazole-1-carboxylic acid methyl ester COC(=O)N1C=NC2=C1C=C(C(=C2)C(CCCC)C)C(CCCC)C